2,6-naphthyridine-2-carboxylate C1N(C=CC2=CN=CC=C12)C(=O)[O-]